1-({3,4-difluoro-2-[(2-fluoro-4-iodophenyl)amino]Phenyl}carbonyl)-3-(1-ethylpyrrolidin-2-yl)azetidin-3-ol acetate C(C)(=O)OC1(CN(C1)C(=O)C1=C(C(=C(C=C1)F)F)NC1=C(C=C(C=C1)I)F)C1N(CCC1)CC